C(C)(C)(C)OC(=O)N1CC(C1)(C(=O)O)C1=C(C=CC(=C1)F)C(C)C 1-(tert-Butoxycarbonyl)-3-(5-fluoro-2-isopropylphenyl)azetidine-3-carboxylic acid